octahydro-6H-pyrrolo[3,4-b]pyridine-6-carboxylate N1C2C(CCC1)CN(C2)C(=O)[O-]